6H-thieno[2,3-b]pyrrole-5-carbonyl chloride S1C=CC2=C1NC(=C2)C(=O)Cl